C(C1=CC=CC=C1)N1C(O\C(\C1=O)=C/C1=CC=C(C=C1)Br)=O (Z)-3-Benzyl-5-(4-bromobenzylidene)oxazolidine-2,4-dione